CC1=NN(C=C1NC(=O)C1OC(CC1)C(F)(F)F)S(=O)(=O)C N-{3-methyl-1-(methylsulfonyl)-1H-pyrazol-4-yl}-5-(trifluoromethyl)tetrahydrofuran-2-carboxamide